(4-tert-butylcyclohex-1-enyl)methanol C(C)(C)(C)C1CC=C(CC1)CO